C(C)(C)(C)OC(NCC(F)F)=O (2,2-difluoroethyl)carbamic acid tert-butyl ester